C1C2N(CCN1)CCCC2 1,3,4,6,7,8,9,9a-octahydropyrido[1,2-a]pyrazin